3-(2-fluorophenyl)-6,6a,7,8,9,10-hexahydro-12H-pyrazino[2,1-c]pyrido[3,4-f][1,4]oxazepin-12-one FC1=C(C=CC=C1)C1=CC2=C(C(N3C(CO2)CNCC3)=O)C=N1